C1OCC12CN(C2)C2C(CCCC2)OC=2C=C1CN(C(C1=CC2)=O)C2C(NC(CC2)=O)=O 3-(5-((2-(2-oxa-6-azaspiro[3.3]heptan-6-yl)cyclohexyl)oxy)-1-oxoisoindolin-2-yl)piperidine-2,6-dione